6-methoxy-quinazolin-4(3H)-one COC=1C=C2C(NC=NC2=CC1)=O